dimethyl-D6-amine hydrochloride [2H]C([2H])([2H])NC([2H])([2H])[2H].Cl